BrC1=NC=CC(=N1)C1(CCCC1)O (2-bromopyrimidin-4-yl)cyclopentanol